C1(CCC1)C1=CC=C2C=C(C(NC2=C1S(NC1=CC=CC=C1)(=O)=O)=O)C(=O)N[C@H]1CS(C=C1)(=O)=O (R)-7-Cyclobutyl-N-(1,1-dioxido-2,3-dihydrothiophen-3-yl)-2-oxo-8-(N-phenylsulfamoyl)-1,2-dihydroquinoline-3-carboxamide